FC1=C(C(=CC=C1)C)N1CCC(CC1)C1=CC=2C(=NC(=CN2)C)N(C1=O)CC1=NC=CN=C1C 7-(1-(2-fluoro-6-methylphenyl)piperidin-4-yl)-3-methyl-5-((3-methylpyrazin-2-yl)methyl)pyrido[2,3-b]pyrazin-6(5H)-one